8-chloro-2-(5-chloropyrazin-2-yl)chromen-4-one ClC=1C=CC=C2C(C=C(OC12)C1=NC=C(N=C1)Cl)=O